3-(4-Hydroxy-3-methyl-2-oxo-benzimidazol-1-yl)-1-[(4-methoxyphenyl)methyl]piperidine-2,6-d OC1=CC=CC=2N(C(N(C21)C)=O)C2C(N(C(CC2)[2H])CC2=CC=C(C=C2)OC)[2H]